C(C)(=O)C1=NC=C(C(=C1)C1=CC(=NN1)C(=O)C1CC12NCCC(C2)C(=O)NCC2=NC=C(C=C2Cl)F)F (5-(2-acetyl-5-fluoropyridin-4-yl)-1H-pyrazole-3-carbonyl)-N-((3-chloro-5-fluoropyridin-2-yl)methyl)-4-azaspiro[2.5]octane-7-carboxamide